(4,8-dihydroxy-1-naphthyl)dimethyl-sulfonium triflate [O-]S(=O)(=O)C(F)(F)F.OC1=CC=C(C2=C(C=CC=C12)O)[S+](C)C